NC1=NN(C2=CC=C(C=C12)C1=CC(=CC=C1)I)C(=O)OC(C)(C)C tert-Butyl 3-amino-5-(3-iodophenyl)-1H-indazole-1-carboxylate